C(C(C)C)OC1=C(C2=CC=CC=C2C(=C1)O)O 2-isobutoxy-1,4-naphthalenediol